BrC=1OC2=CC=C(C=C2C(C1CCC1=C(C=CC(=C1)F)Br)=O)C bromo-3-(2-bromo-5-fluorophenylethyl)-6-methyl-4H-chromen-4-one